4-[4-(1-cyanocyclobutylamino)-phenyl]-butyric acid C(#N)C1(CCC1)NC1=CC=C(C=C1)CCCC(=O)O